1-(tetrahydro-2H-pyran-4-yl)-6-thioxo-1,5,6,7-tetrahydro-4H-pyrazolo[3,4-d]pyridin-4-one O1CCC(CC1)N1N=CC2=C1CC(NC2=O)=S